N[C@H]1[C@@H]2N(C[C@H]1CC2)C(=O)C2=CC1=C(N(C(=N1)C1=CC=3C=4N1C(CNC4C(=CC3)C#N)CC)C)C(=C2)F 5-(5-((1R,4R,7R)-7-amino-2-azabicyclo[2.2.1]heptane-2-carbonyl)-7-fluoro-1-methyl-1H-benzo[d]imidazol-2-yl)-3-ethyl-2,3-dihydro-1H-pyrrolo[1,2,3-de]quinoxaline-9-carbonitrile